O1CCN(CC1)C(C[C@H](C(=O)OCC1=CC=CC=C1)NCCC1=CC=CC=C1)=O benzyl (R)-4-morpholino-4-oxo-2-(phenethylamino)butanoate